1-[3-acetyl-6-[5-[(6-methylpyridazin-3-yl)amino]benzimidazol-1-yl]-2-pyridyl]-5-methyl-pyrazole-4-carbonitrile C(C)(=O)C=1C(=NC(=CC1)N1C=NC2=C1C=CC(=C2)NC=2N=NC(=CC2)C)N2N=CC(=C2C)C#N